1-bromo-1-cyclopropyl-cyclopropane BrC1(CC1)C1CC1